methyl-5-benzyl-3-((4-chloro-1-isopropyl-3-methyl-1H-pyrazole-5-carboxamido)methyl)-4,5-dihydroisoxazole CC1C(=NOC1CC1=CC=CC=C1)CNC(=O)C1=C(C(=NN1C(C)C)C)Cl